FC=1C2=C(SC1)C=CC(=C2)CNC(=O)[C@@H]2CN(CCC2)C=2C=1C(N=CN2)=NN(C1)C1=CC=C(C=C1)C(F)(F)F (S)-N-((3-fluorobenzo[b]thiophen-5-yl)methyl)-1-(2-(4-(trifluoromethyl)phenyl)-2H-pyrazolo[3,4-d]pyrimidin-4-yl)piperidine-3-carboxamide